5,7-Dihydroxy-3',4',6,8-tetramethoxyflavone OC1=C2C(C=C(OC2=C(C(=C1OC)O)OC)C1=CC(=C(C=C1)OC)OC)=O